C(C)(C)(C)[C@@H]1C(CC12CCN(CC2)C(=O)OC2CC(C2)OC2=NC=C(C=C2)C=2C=CC=1C3=C(NC1C2)C=CN=C3)N3C(CN(CC3=O)S(=O)(=O)C3=CC=C(C)C=C3)C3=C(C=CC=C3)C(C)C (1s,3s)-3-((5-(5H-pyrido[4,3-b]indol-7-yl)pyridin-2-yl)oxy)cyclobutanol tert-butyl-2-(2-(2-isopropylphenyl)-6-oxo-4-tosylpiperazin-1-yl)-7-azaspiro[3.5]Nonane-7-carboxylate